COC(C(C(C(C(C(=C(F)F)F)(F)F)(F)F)(F)F)(F)F)(F)F methoxytridecafluoroheptene